FC(C=1C=CC=2N(N1)C(=CN2)C2=CC(=NC=N2)N2CC(CCC2)CCNC(COC)=O)F N-(2-(1-(6-(6-(Difluoromethyl)imidazo[1,2-b]pyridazin-3-yl)pyrimidin-4-yl)piperidin-3-yl)ethyl)-2-methoxyacetamide